1-[3-(4-amino-2-ethyl-5-methyl-pyrazol-3-yl)-1H-1,2,4-triazol-5-yl]-6-methyl-imidazo[1,5-a]pyrazine-3-carboxamide NC1=C(N(N=C1C)CC)C1=NNC(=N1)C=1N=C(N2C1C=NC(=C2)C)C(=O)N